5-fluoro-3-(4,4,5,5-tetramethyl-1,3,2-dioxaborolan-2-yl)-N-(1-(trifluoromethyl)cyclopropyl)pyridin-2-amine FC=1C=C(C(=NC1)NC1(CC1)C(F)(F)F)B1OC(C(O1)(C)C)(C)C